OCCOCCOCCOCCOCCOCCOCCOCCOCCOCC(=O)OC(C)(C)C tert-Butyl 29-hydroxy-3,6,9,12,15,18,21,24,27-nonaoxanonacosane-1-oate